3,5-Difluoro-4-(2-methoxyethoxy)benzonitrile FC=1C=C(C#N)C=C(C1OCCOC)F